BrC1=CC=CC(=N1)CC[N+](C)(C)C [2-(6-bromopyridin-2-yl)ethyl]trimethylammonium